(S)-tert-Butyl 2-(((4-amino-6-(3-(6-cyclopropyl-1-oxo-3,4-dihydroisoquinolin-2(1H)-yl)-5-fluoro-2-(hydroxymethyl)phenyl)pyrimidin-5-yl)oxy)methyl)pyrrolidine-1-carboxylate NC1=NC=NC(=C1OC[C@H]1N(CCC1)C(=O)OC(C)(C)C)C1=C(C(=CC(=C1)F)N1C(C2=CC=C(C=C2CC1)C1CC1)=O)CO